3-(para-fluoroanilinoformyl)benzaldehyde FC1=CC=C(NC(=O)C=2C=C(C=O)C=CC2)C=C1